di[3-(triethoxysilyl)propyl]amine C(C)O[Si](CCCNCCC[Si](OCC)(OCC)OCC)(OCC)OCC